methyl 5,5-difluoropiperidine-3-carboxylate FC1(CC(CNC1)C(=O)OC)F